2,2'-((2-((cyanomethyl)(2-(3-(2-((cyanomethyl)amino)ethyl)-2-oxoimidazolidin-1-yl)ethyl)amino)ethyl)azanediyl)diacetonitrile C(#N)CN(CCN(CC#N)CC#N)CCN1C(N(CC1)CCNCC#N)=O